N-(4-((2-(1,1-difluoroethyl)pyrimidin-4-yl)amino)-5-(1-methyl-1H-pyrazol-3-yl)pyridin-2-yl)acetamide FC(C)(F)C1=NC=CC(=N1)NC1=CC(=NC=C1C1=NN(C=C1)C)NC(C)=O